C(C)OC(C=CC1=CC=C(C=C1)C(C)C)=O 4-isopropyl-cinnamic acid ethyl ester